(Z)-3-((1H-imidazol-5-yl)methylene)-5-((2,5-difluorobenzyl)amino)indolin-2-one N1C=NC=C1\C=C\1/C(NC2=CC=C(C=C12)NCC1=C(C=CC(=C1)F)F)=O